N[C@H]1CN(CC1)C1=NC(=CC(=C1)C=1C=C(C=CC1C)NC(=O)N1C[C@@H](CC1)CC(F)(F)F)N1CCOCC1 (3S)-N-(3-[2-[(3R)-3-aminopyrrolidin-1-yl]-6-(morpholin-4-yl)pyridin-4-yl]-4-methylphenyl)-3-(2,2,2-trifluoroethyl)pyrrolidine-1-carboxamide